ClC1=C(N=NC(=C1)Cl)C 4,6-Dichloro-3-methylpyridazine